COC1=C(C=CC(=C1)C(F)(F)F)C1=C2C(=C(N=N1)N[C@H]1CN(CCC1)C)OC=C2 4-[2-methoxy-4-(trifluoromethyl)phenyl]-N-[(3R)-1-methyl-3-piperidyl]furo[2,3-d]pyridazin-7-amine